sodium (S)-3-(4-((2S,4S)-2-((difluoromethoxy)methyl)-4-(4-(trifluoromethyl)phenoxy)pyrrolidin-1-yl)benzoylamino)-3-(4-(ethylsulfonyl)phenyl)propyl phosphate P(=O)(OCC[C@@H](C1=CC=C(C=C1)S(=O)(=O)CC)NC(C1=CC=C(C=C1)N1[C@@H](C[C@@H](C1)OC1=CC=C(C=C1)C(F)(F)F)COC(F)F)=O)([O-])[O-].[Na+].[Na+]